Diethyl {[(3-bromo-3-{2-[(diphenylmethylidene)amino]pyridin-3-yl}propyl)oxy]methyl}phosphonate BrC(CCOCP(OCC)(OCC)=O)C=1C(=NC=CC1)N=C(C1=CC=CC=C1)C1=CC=CC=C1